tert-butyl N-methyl-N-[(3S)-1-[3-(1-methylpyrazol-4-yl)-1-(2-trimethylsilylethoxymethyl) pyrrolo[2,3-b]pyridin-4-yl]-3-piperidyl]carbamate CN(C(OC(C)(C)C)=O)[C@@H]1CN(CCC1)C1=C2C(=NC=C1)N(C=C2C=2C=NN(C2)C)COCC[Si](C)(C)C